N1-(2-(4-isopropylpiperidin-1-yl)pyrimidin-5-yl)cyclohexane-1,4-diamine C(C)(C)C1CCN(CC1)C1=NC=C(C=N1)NC1CCC(CC1)N